ClC=1C(=CC=C2N=CC(=NC12)C=1C=NN(C1)CC(C)(O)C)OC1=CC2=C(N=C(N2)C)C=C1 1-[4-[8-chloro-7-[(2-methyl-3H-benzimidazol-5-yl)oxy]quinoxalin-2-yl]pyrazol-1-yl]-2-methyl-propan-2-ol